7-oxo-6-phenyl-4,5,6,7-tetrahydrobenzo[b]thiophene-3-carboxamide O=C1C(CCC2=C1SC=C2C(=O)N)C2=CC=CC=C2